(triethylsilyl)(2-dimethylamino-1,1-diethyl-ethyl)-amine C(C)[Si](CC)(CC)NC(CN(C)C)(CC)CC